NCCOC1=C(C=CC=C1)C=1C(=CC(=C(C1)CS(=O)(=O)C=1C=C(C(=O)O)C=C(C1OC)Cl)F)F 3-[[5-[2-(2-aminoethoxy)phenyl]-2,4-difluoro-phenyl]methylsulfonyl]-5-chloro-4-methoxybenzoic acid